ClC1=C(C=CC=C1)SN1C(CCC1=O)=O N-(2-Chlorophenylthio)succinimide